3-bromo-5-(3-chloro-5-(trifluoromethyl)phenyl)-5-(trifluoromethyl)-4,5-dihydroisoxazole BrC1=NOC(C1)(C(F)(F)F)C1=CC(=CC(=C1)C(F)(F)F)Cl